OC(CCCCCCCCCCCCCCCCCC(=O)[O-])(CCCCCCCCCCCCCCCCCC(=O)[O-])CCCCOC(=O)C1CCN(CC1)C 7-Hydroxy-7-(4-((1-methylpiperidine-4-carbonyl)oxy)butyl)tridecane-1,13-diyldidodecanoate